ethyl 6-[4-(3-isoxazol-3-yl-2-pyridyl)-piperazin-1-yl]-2-azaspiro-[3.4]octane-2-carboxylate O1N=C(C=C1)C=1C(=NC=CC1)N1CCN(CC1)C1CC2(CN(C2)C(=O)OCC)CC1